methacryloxypropylmethyldimethoxysilane C(C(=C)C)(=O)OCCC[Si](OC)(OC)C